N(=[N+]=[N-])CCC1=NC(=CC=C1)C=C 2-(2-Azidoethyl)-6-vinylpyridine